1,1,1,3-tetrachloro-3-fluoropropane ClC(CC(F)Cl)(Cl)Cl